3-(5-(3-chlorophenyl)-3-hydroxypicolinamido)-2,2-dimethylpropanoic acid ClC=1C=C(C=CC1)C=1C=C(C(=NC1)C(=O)NCC(C(=O)O)(C)C)O